CNC(=O)N1CC(C1)N1N=CC(=C1)C=1N=C(C=2N(C1)N=CC2)C=2C=NN(C2)C(CC)CC N-methyl-3-(4-(4-(1-(pentan-3-yl)-1H-pyrazol-4-yl)pyrazolo[1,5-a]pyrazin-6-yl)-1H-pyrazol-1-yl)azetidine-1-carboxamide